P(=O)(OC(CCl)(C)Cl)(OC(CCl)(C)Cl)OC(CCl)(C)Cl tris-(dichloroisopropyl) phosphate